BrC1=C(CN2N=C(C(NC2=S)=O)C)C=C(C=C1)F (2-bromo-5-fluorobenzyl)-6-methyl-3-thioxo-3,4-dihydro-1,2,4-triazin-5(2H)-one